O=C1N(CN(C2=CC=CC=C12)C1=CC=C(C=C1)C(F)(F)F)CC(=O)OCC ethyl 2-(4-oxo-1-(4-(trifluoromethyl)phenyl)-1,4-dihydroquinazolin-3(2H)-yl)acetate